ClC=1C=CC2=C(C(=NCC(N2)=O)C2=CC=CC=C2)C1 7-chloro-1,3-dihydro-5-phenyl-2H-1,4-benzodiazepin-2-one